6-(1-(4-Fluorobenzyl)-7-methyl-5-(1H-pyrrole-2-carbonyl)-4,5,6,7-tetrahydro-1H-pyrazolo[4,3-c]pyridine-3-carboxamido)indoline-1-carboxylic acid tert-butyl ester C(C)(C)(C)OC(=O)N1CCC2=CC=C(C=C12)NC(=O)C1=NN(C2=C1CN(CC2C)C(=O)C=2NC=CC2)CC2=CC=C(C=C2)F